C1(CC1)C1=CC(=NC(=C1)C(F)(F)F)C(=O)NC1=CC(=CC=C1)[C@@H](CC1=NN=CN1C)C (R)-4-cyclopropyl-N-(3-(1-(4-methyl-4H-1,2,4-triazol-3-yl)propan-2-yl)phenyl)-6-(trifluoromethyl)picolinamide